NC1=CC(=C(C=N1)N1CCN(C2(CC2)C1)C(=O)C1=NC=C(C(=C1)OC)OC1=CC=CC=C1)OC 7-(6-Amino-4-methoxy-pyridin-3-yl)-4,7-diaza-spiro[2.5]oct-4-yl-(4-methoxy-5-phenoxy-pyridin-2-yl)-methanone